Bis(1-(2-Hydroxy-2-Methylpropoxy)-2,2,6,6-Tetramethylpiperidin-4-yl) Sebacat C(CCCCCCCCC(=O)OC1CC(N(C(C1)(C)C)OCC(C)(C)O)(C)C)(=O)OC1CC(N(C(C1)(C)C)OCC(C)(C)O)(C)C